8-fluoro-5-(3-((1R,5S)-3-(3-isopropyl-5-methyl-4H-1,2,4-triazol-4-yl)-8-azabicyclo[3.2.1]octan-8-yl)propyl)-1-ethylpyrrolo[1,2-a]quinoxalin-4(5H)-one FC1=CC=C2N(C(C=3N(C2=C1)C(=CC3)CC)=O)CCCN3[C@H]1CC(C[C@@H]3CC1)N1C(=NN=C1C)C(C)C